C1(=CC=CC=C1)N(N=CC=1C=CC=2N(C3=CC=CC=C3C2C1)CC)C1=CC=CC=C1 9-ethylcarbazole-3-aldehyde-N,N-diphenylhydrazone